FC(C(=O)[O-])(F)F.C(=O)(O)C1[NH2+]CCC(C1)(F)F 2-carboxy-4,4-difluoropiperidinium trifluoroacetate salt